C(=O)O.CN1N=C2N=C(C(=CC2=C1)NC(=O)N1CCC=2C1=NC=CC2N2CCNC1(CC1)C2)C N-(2,6-dimethyl-2H-pyrazolo[3,4-b]pyridin-5-yl)-4-(4,7-diazaspiro[2.5]octan-7-yl)-2,3-dihydro-1H-pyrrolo[2,3-b]pyridine-1-carboxamide formate